4-bromo-7-chloro-2-(2,4-dimethoxybenzyl)-2,3-dihydro-1H-pyrrolo[3,4-C]pyridin-1-one BrC1=NC=C(C2=C1CN(C2=O)CC2=C(C=C(C=C2)OC)OC)Cl